BrC=1C=C(C=CC1Cl)C1=NC2=C3N=C(C=CC3=CC=C2C=C1)C 2-(3-bromo-4-chlorophenyl)-9-methyl-1,10-phenanthroline